2-((4'-cyclopropyl-5,6'-dimethoxy-[2,5'-bipyrimidine]-4-yl)amino)-2-(4-(1-methyl-4-(trifluoromethyl)-1H-imidazol-2-yl)phenyl)acetonitrile C1(CC1)C1=NC=NC(=C1C1=NC=C(C(=N1)NC(C#N)C1=CC=C(C=C1)C=1N(C=C(N1)C(F)(F)F)C)OC)OC